gamma-(glycidoxy)propyl-triethoxysilane C(C1CO1)OCCC[Si](OCC)(OCC)OCC